CC1=C(C=C(C=C1)C1=CC=C(C=C1)S(=O)(=O)N1CCOCC1)N(C=1SC=C(N1)C1=NC(=CC(=N1)N)N)CCC 2-(2-((4-Methyl-4'-(morpholinosulfonyl)-[1,1'-biphenyl]-3-yl)(propyl)amino)thiazol-4-yl)pyrimidine-4,6-diamine